2-methyl-indol CC=1NC2=CC=CC=C2C1